C(#N)C12CC(C1)(C2)COC2=CC=1C3N(N4C(C1C=C2OC(F)(F)F)=CC(C(=C4)C(=O)O)=O)C(CC3)(C)C 12-((3-cyanobicyclo[1.1.1]pentan-1-yl)methoxy)-3,3-dimethyl-8-oxo-11-(trifluoromethoxy)-2,3,8,13b-tetrahydro-1H-pyrido[2,1-a]pyrrolo[1,2-c]phthalazine-7-carboxylic acid